C(C)OC(C1=CC=CC=C1)(C(=O)C1=CC=CC=C1)OC benzil 1-methyl 1-ethyl ketal